4-iodo-5-methyl-1-(6-methyl-3-pyridinyl)pyrrole-2-carboxylic acid ethyl ester C(C)OC(=O)C=1N(C(=C(C1)I)C)C=1C=NC(=CC1)C